ClC=1C(=CC(=NC1)N1CCC(CC1)NC(=S)NC=1C=NC=CC1)C(F)(F)F 1-(1-(5-Chloro-4-(trifluoromethyl)pyridin-2-yl)piperidin-4-yl)-3-(pyridin-3-yl)thiourea